N-(chloro(1-naphthoxy)phosphoryl)-L-alanine methyl ester COC([C@@H](NP(=O)(OC1=CC=CC2=CC=CC=C12)Cl)C)=O